CN1N=CC(=C1)C(=O)NC1=NNC2=CC(=CC=C12)C=1C=NN(C1)CC(=O)NC1=CC(=C(C=C1)C)C(F)(F)F 1-methyl-N-(6-(1-(2-((4-methyl-3-(trifluoromethyl)phenyl)amino)-2-oxoethyl)-1H-pyrazol-4-yl)-1H-indazol-3-yl)-1H-pyrazole-4-carboxamide